ClC1=C(C=NNC(N)=N)C=C(C=C1)C 2-(2-Chloro-5-methylbenzylidene)hydrazinecarboximidamide